1-(4-amino-phenyl)-1H-benzimidazol-5-ol NC1=CC=C(C=C1)N1C=NC2=C1C=CC(=C2)O